pentafluorooctadecane FC(C(F)(F)F)(CCCCCCCCCCCCCCCC)F